CN(CCNC(C1=C(C=C(C=C1)C1=NC=CC(=C1)OC1=CC=C(C=C1)C(F)(F)F)C)=O)C N-(2-(dimethylamino)ethyl)-2-methyl-4-(4-(4-(trifluoromethyl)phenoxy)-pyridin-2-yl)benzamide